CN([C@@H](C)C1=CC=CC=C1)CC1=CC=2N(C(=C1)C=1C=C3CN(C(C3=CC1)=O)C1C(NC(CC1)=O)=O)C=NC2 |o1:2| 3-(5-(7-((methyl((S*)-1-phenylethyl)amino)methyl)imidazo[1,5-a]pyridin-5-yl)-1-oxoisoindolin-2-yl)piperidine-2,6-dione